4-morpholino-N-[5-(m-tolyl)-1H-pyrazol-3-yl]-6-(2-pyridyl)furo[3,2-d]pyrimidin-2-amine O1CCN(CC1)C=1C2=C(N=C(N1)NC1=NNC(=C1)C=1C=C(C=CC1)C)C=C(O2)C2=NC=CC=C2